3-[4-[4-(dimethoxymethyl)-1-piperidyl]-3-methyl-2-oxo-benzimidazol-1-yl]piperidine COC(C1CCN(CC1)C1=CC=CC=2N(C(N(C21)C)=O)C2CNCCC2)OC